BrC(C=1OC2=C(N1)C=C(C=C2)C)(F)F 2-(bromodifluoromethyl)-5-methylbenzoxazole